(E)-1-morpholino-3-(2-phenylimidazo[1,2-b]pyridazin-3-yl)prop-2-en-1-one O1CCN(CC1)C(\C=C\C1=C(N=C2N1N=CC=C2)C2=CC=CC=C2)=O